4-acetyl-N-((7-(5-(difluoromethyl)-1,3,4-oxadiazol-2-yl)imidazo[1,2-a]pyridin-2-yl)methyl)-N-(3-fluorophenyl)piperazine-1-sulfonamide C(C)(=O)N1CCN(CC1)S(=O)(=O)N(C1=CC(=CC=C1)F)CC=1N=C2N(C=CC(=C2)C=2OC(=NN2)C(F)F)C1